Cl(=O)(=O)OC=C vinyl monochlorate